C(OC(CCCCC)CC)(OC(CCCCC)CC)=O di(ethylhexyl) carbonate